(2S,3S,4R,5R,6R)-2,3,4,5,6,7-hexahydroxyheptanal O[C@H](C=O)[C@H]([C@@H]([C@@H]([C@@H](CO)O)O)O)O